2-[6-(1,3,4-thiadiazol-2-yl)pyrazin-2-yl]-7-[2-(trifluoromethyl)pyrimidin-5-yl]-2,7-diazaspiro[4.4]nonane S1C(=NN=C1)C1=CN=CC(=N1)N1CC2(CC1)CN(CC2)C=2C=NC(=NC2)C(F)(F)F